FC(C(O)C1=[N+](C=CC=C1)[O-])(F)F (2,2,2-trifluoro-1-hydroxyethyl)pyridine 1-oxide